(2,6-difluorophenyl)-4-((5-(3-oxomorpholino)pyridin-2-yl)amino)pyridazine-3-carboxylic acid methyl ester COC(=O)C=1N=NC=C(C1NC1=NC=C(C=C1)N1C(COCC1)=O)C1=C(C=CC=C1F)F